[Cl-].[Cl-].CC1(C(=C(C(=C1[Hf+2]C1=C(C(=C(C1(C)C)C)C)C)C)C)C)C bis(pentamethylcyclopenta-dienyl)hafnium dichloride